CS(=O)(=O)CCNC1CN(C2=CC=CC=C2C1)C1=CC=C(C=C1)C(F)(F)F N-(2-(methylsulfonyl)ethyl)-1-(4-(trifluoromethyl)phenyl)-1,2,3,4-tetrahydroquinolin-3-amine